3-methyl-6-oxo-1,6-dihydropyridine-2-carboxylic acid CC1=C(NC(C=C1)=O)C(=O)O